NC1=CC(=C(C=C1)N1N=C(C=2C=NC(=CC21)Cl)C(=O)NCCCN(C)C)OC 1-(4-amino-2-methoxyphenyl)-6-chloro-N-(3-(dimethylamino)propyl)-1H-pyrazolo[4,3-c]pyridine-3-carboxamide